Tert-butyl (R)-3-((7-cyclopropyl-4-(2-methoxy-4-methylphenyl)phthalazin-1-yl)amino)piperidine-1-carboxylate C1(CC1)C1=CC=C2C(=NN=C(C2=C1)N[C@H]1CN(CCC1)C(=O)OC(C)(C)C)C1=C(C=C(C=C1)C)OC